BrC1=CC=CC(=N1)C1=CC(=NO1)[C@]1(C(N(CC1)C)=O)O (R)-3-(5-(6-Bromopyridin-2-yl)isoxazol-3-yl)-3-hydroxy-1-methylpyrrolidin-2-one